C(C)N(C1=CC(=CC=C1)NC(C)=O)CC N,N-diethyl-3-acetamidoaniline